N[C@@H](C(=O)N[C@H](C)C1=CC(=CC=C1)OC(F)F)CO (2R)-2-amino-N-[(1R)-1-[3-(difluoromethoxy)phenyl]-ethyl]-3-hydroxypropanamide